C1(CC(C(CC1)C(C)C)OC1C(=C(C(O1)=O)Br)NCC1=C(C(=O)O)C=CC=C1)C 5-menthoxy-3-bromo-2(5H)furanonylaminomethylbenzoic acid